FC(OC=1C=C(C(=NC1)C)N1N=C(C=2C1=NC=C(C2)C(=O)NC2(CS(C2)(=O)=O)C)CC(C)(C)O)F 1-(5-(difluoromethoxy)-2-methylpyridin-3-yl)-3-(2-hydroxy-2-methylpropyl)-N-(3-methyl-1,1-dioxidothietan-3-yl)-1H-pyrazolo[3,4-b]pyridine-5-carboxamide